ClC=1C=C(C(N(N1)CC)=O)C(F)(F)F 6-chloro-2-ethyl-4-(trifluoromethyl)pyridazine-3(2H)-one